6-(2-chlorophenyl)-8,9-dihydroimidazo[1',2':1,6]pyrido[2,3-d]pyrimidin-2-ol ClC1=C(C=CC=C1)C1=CC2=C(N=C(N=C2)O)N2C1=NCC2